C(C)(C)C1=C(NC2=CC=C(C=C12)C1CCN(CC1)C(C)C)C=1C=C(C=2N(C1)C=CN2)C(F)(F)F 6-(3-isopropyl-5-(1-isopropylpiperidin-4-yl)-1H-indol-2-yl)-8-(trifluoromethyl)imidazo[1,2-a]pyridine